FC1=CC=C(CS(=O)(=O)N2CCN(CC2)C2=C(C=CC=C2)/C=C/C(=O)NO)C=C1 (E)-3-(2-(4-((4-fluorobenzyl)sulfonyl)piperazin-1-yl)phenyl)-N-hydroxyacrylamide